Ethyl 4-chloro-6-(methylsulfanyl)-2-phenylpyrimidine-5-carboxylate ClC1=NC(=NC(=C1C(=O)OCC)SC)C1=CC=CC=C1